3-formylazepane-1-carboxylate C(=O)C1CN(CCCC1)C(=O)[O-]